vinyl-tri(isobutoxy)silane C(=C)[Si](OCC(C)C)(OCC(C)C)OCC(C)C